COC1=C(C=C(C(=C1OC)O)C)O 2,3-dimethoxy-5-methyl-benzene-1,4-diol